3-[(1S)-1-(4-bromo-2-fluorophenoxy)ethyl]-1,2,4-thiadiazol BrC1=CC(=C(O[C@@H](C)C2=NSC=N2)C=C1)F